C1(CCC1)C=1C(=NN(C1NC(=O)[C@@H]1C(C1)(F)F)C)C1=NC=CC=N1 (R)-N-(4-cyclobutyl-1-methyl-3-(pyrimidin-2-yl)-1H-pyrazol-5-yl)-2,2-difluorocyclopropane-1-carboxamide